ClC=1C=C2[C@@H](CN(CC2=C(C1)Cl)C)C1=CC=C(C=C1)S(=O)(=O)NCCOCCOCCNC(CCC(=O)NCCOCCOCCNS(=O)(=O)C1=CC=C(C=C1)[C@@H]1CN(CC2=C(C=C(C=C12)Cl)Cl)C)=O |o1:4,56| N1,N4-bis(2-(2-(2-(4-((S or R)-6,8-dichloro-2-methyl-1,2,3,4-tetrahydroisoquinolin-4-yl)phenylsulfonamido)ethoxy)ethoxy)ethyl)succinamide